8-hydroxy-4-methoxyphenanthrene OC=1C=CC=C2C=3C(=CC=CC3C=CC12)OC